C(C)(C)(C)OC(=O)N1CC(C(CC1)NC1=C(C=CC(=C1)Br)O)(F)F 4-((5-bromo-2-hydroxyphenyl)amino)-3,3-difluoropiperidine-1-carboxylic acid tert-butyl ester